4-tert-butyl-pyrocatechol C(C)(C)(C)C=1C=C(C(O)=CC1)O